C(C)(C)(C)OC(=O)N[C@@H](CCCCNC(CCCCCCC\C=C/CCCCCCCC)=O)C(=O)OC1=C(C(=CC(=C1F)F)F)F 2,3,5,6-tetrafluorophenyl N2-(tert-butoxy-carbonyl)-N6-oleoyl-L-lysinate